5-Methyltetracosane CC(CCCC)CCCCCCCCCCCCCCCCCCC